C(C)OC(=O)C1=NN(C=C(C1=O)C1=CC=C(C=C1)F)C(C)C 5-(4-fluorophenyl)-1-isopropyl-4-oxo-1,4-dihydropyridazine-3-carboxylic acid ethyl ester